COC1=CC=C(CN(C2=NC(=CC(=C2)C)B2OC(C(O2)(C)C)(C)C)CC2=CC=C(C=C2)OC)C=C1 N,N-bis(4-methoxybenzyl)-4-methyl-6-(4,4,5,5-tetramethyl-1,3,2-dioxaborolan-2-yl)pyridin-2-amine